COC=1C=C(CN2C(=NC=3C2=NC=C(C3)C=3C=NN(C3)C)N)C=CC1OC(CC)C=1C=NC(=CC1)OC 3-(3-methoxy-4-(1-(6-methoxypyridin-3-yl)propoxy)benzyl)-6-(1-methyl-1H-pyrazol-4-yl)-3H-imidazo[4,5-b]pyridin-2-amine